(1-(4-(quinolin-3-yl)pyrimidin-2-yl)piperidin-4-yl)methanamine N1=CC(=CC2=CC=CC=C12)C1=NC(=NC=C1)N1CCC(CC1)CN